(2-(3,4-dimethoxyphenyl)-3-ethyl-1H-indol-5-yl)(4-(4-methylpiperazin-1-yl)piperidin-1-yl)methanone COC=1C=C(C=CC1OC)C=1NC2=CC=C(C=C2C1CC)C(=O)N1CCC(CC1)N1CCN(CC1)C